2-{[3,5-bis(trifluoromethyl)phenyl]carbamoyl}-4-chlorophenyl phosphate bis-meglumine salt N(C)C[C@H](O)[C@@H](O)[C@H](O)[C@H](O)CO.N(C)C[C@H](O)[C@@H](O)[C@H](O)[C@H](O)CO.P(=O)(OC1=C(C=C(C=C1)Cl)C(NC1=CC(=CC(=C1)C(F)(F)F)C(F)(F)F)=O)(O)O